methyl 3-methoxy-4-((5-((methoxycarbonyl)amino)-7-(((5-methylisoxazol-3-yl)methyl)amino)-1H-pyrazolo[4,3-d]pyrimidin-1-yl)methyl)benzoate COC=1C=C(C(=O)OC)C=CC1CN1N=CC=2N=C(N=C(C21)NCC2=NOC(=C2)C)NC(=O)OC